C[N+](\C=C\COC(NCCNC(CCSC1=CC=CC=C1)=O)=O)(CCOCCNC(CCSC1=CC=CC=C1)=O)[O-] (E)-N-methyl-N-(2-(2-(3-(phenylthio)propanamido)ethoxy)ethyl)-3-(((2-(3-(phenylthio)propanamido)ethyl)carbamoyl)oxy)prop-1-en-1-amine oxide